2-(2-(3-oxa-6-azabicyclo[3.1.1]heptan-6-yl)-6-methoxybenzo[d]thiazole-7-carboxamido)-4-(difluoromethoxy)benzoic acid C12COCC(N1C=1SC3=C(N1)C=CC(=C3C(=O)NC3=C(C(=O)O)C=CC(=C3)OC(F)F)OC)C2